O1CCN(CC1)CC1=CC=C(C=C1)C1=CC=2C(N(C(C=3C2C=2C(C(N(C(C12)=O)CCCN1CCOCC1)=O)=CC3NCCN3CCCC3)=O)CCCN3CCOCC3)=O 4-(4-(morpholinomethyl)phenyl)-2,7-bis(3-morpholinopropyl)-9-((2-(pyrrolidin-1-yl)ethyl)amino)benzo[lmn][3,8]phenanthroline-1,3,6,8(2H,7H)-tetraone